(1R,5S)-N,1,5-trimethyl-8-azabicyclo[3.2.1]octan-3-amine CNC1C[C@]2(CC[C@@](C1)(N2)C)C